O1CCC(CC1)N1N=CC=2C1=NC(=NC2)C#N 1-(tetrahydro-2H-pyran-4-yl)-1H-pyrazolo[3,4-d]pyrimidine-6-carbonitrile